C12CN(CC2C1)C1=CC=C(C(=N1)C)CC1=CC=C(N1)C(=O)N[C@@H]1CCC2=C1NN=C2C 5-[(6-{3-Azabicyclo[3.1.0]hex-3-yl}-2-methylpyridin-3-yl)methyl]-N-[(6R)-3-methyl-1H,4H,5H,6H-cyclopenta[c]pyrazol-6-yl]-1H-pyrrole-2-carboxamide